FC1=C2CN(C(NC2=CC=C1)=O)CC(=O)O (5-fluoro-2-oxo-1,4-dihydroquinazolin-3-yl)acetic acid